OC=1C=C2C=CC(=CC2=CC1)C=O 6-HYDROXY-2-NAPHTHALDEHYDE